3-fluoro-5-(1-{6-methyl-4-[(1-methylcyclopropyl)amino]furo[2,3-d]pyrimidine-5-carbonyl}-1,2,3,6-tetrahydropyridin-4-yl)pyridine-2-carbonitrile FC=1C(=NC=C(C1)C=1CCN(CC1)C(=O)C1=C(OC=2N=CN=C(C21)NC2(CC2)C)C)C#N